[Si](C1=CC=CC=C1)(C1=CC=CC=C1)(C(C)(C)C)O[C@@H]1C[C@@H]2CC(CN2C1)=C (2R,7aS)-2-((tert-butyldiphenylsilyl)oxy)-6-methylenetetrahydro-1H-pyrrolizin